2-(3,5-Difluoro-phenyl)-N-{4-methyl-6-morpholin-4-yl-2-[(tetrahydro-pyran-4-ylmethyl)-amino]-pyrimidin-5-yl}-acetamide FC=1C=C(C=C(C1)F)CC(=O)NC=1C(=NC(=NC1N1CCOCC1)NCC1CCOCC1)C